C[C@H]1N(CC=2C=CC=NC2C1)C(=O)OC(C)(C)C (R)-tert-butyl 7-methyl-7,8-dihydro-1,6-naphthyridine-6(5H)-carboxylate